5-(benzyloxycarbonylamino)-5-methyl-4,6-dihydrocyclopenta[b]thiophene-2-carboxylic acid C(C1=CC=CC=C1)OC(=O)NC1(CC2=C(SC(=C2)C(=O)O)C1)C